4-[(1S,4S,5R)-5-[[4-cyclopropyl-1-(2,6-dichlorophenyl)-1H-1,2,3-triazol-5-yl]methoxy]-2-azabicyclo[2.2.1]heptan-2-yl]-N-(oxane-4-sulfonyl)benzamide C1(CC1)C=1N=NN(C1CO[C@H]1[C@@H]2CN([C@H](C1)C2)C2=CC=C(C(=O)NS(=O)(=O)C1CCOCC1)C=C2)C2=C(C=CC=C2Cl)Cl